CN1C(C=2N=C(N=CC2C=C1C1=C(C=CC(=C1)[N+](=O)[O-])C)SC)=O 7-methyl-6-(2-methyl-5-nitrophenyl)-2-(methylthio)pyrido[3,4-d]pyrimidin-8(7H)-one